4-Fluoro-N-(7-isopropyl-1-(prop-2-yn-1-yl)-1H-indazol-3-yl)benzamide FC1=CC=C(C(=O)NC2=NN(C3=C(C=CC=C23)C(C)C)CC#C)C=C1